2-methyl-1,4-piperazinediamine CC1N(CCN(C1)N)N